N-methyl-N-(pyridazin-4-yl)-1-(3-(methylthio)butan-2-yl)-5-methyl-1H-pyrazole-4-carboxamide CN(C(=O)C=1C=NN(C1C)C(C)C(C)SC)C1=CN=NC=C1